N-[(5-bromo-1-isopropyl-3-methyl-pyrazolo[4,3-b]pyridin-7-yl)methyl]-1-methyl-1,2,4-triazol-3-amine BrC1=CC(=C2C(=N1)C(=NN2C(C)C)C)CNC2=NN(C=N2)C